4-(4-((6-bromoquinazolin-4-yl)amino)-2-methylphenoxy)-1-methylpyridin-2(1H)-one BrC=1C=C2C(=NC=NC2=CC1)NC1=CC(=C(OC2=CC(N(C=C2)C)=O)C=C1)C